amino-2-[(tertbutoxycarbonyl)amino]pentanoic acid NC(C(=O)O)(CCC)NC(=O)OC(C)(C)C